2-(2,6-dichlorophenyl)-9-(1H-pyrazol-4-yl)imidazo[2,1-f][1,6]naphthyridine ClC1=C(C(=CC=C1)Cl)C=1N=C2C=3C=C(C=NC3C=CN2C1)C=1C=NNC1